C(C)(C)(C)OC(N(C(=O)OC(C)(C)C)C1=C(C(=CC=C1F)N)F)=O.COC1=C(CN(S(=O)(=O)C2=C(C=C(C(=C2)F)N)F)C2=NC=NS2)C=CC(=C1)OC N-(2,4-dimethoxybenzyl)-2,5-difluoro-4-amino-N-(1,2,4-thiadiazol-5-yl)benzenesulfonamide tert-butyl-N-(3-amino-2,6-difluoro-phenyl)-N-tert-butoxycarbonyl-carbamate